1,2-bis((2S,5S)-2,5-diisopropylphospholane-1-yl)ethane C(C)(C)[C@H]1P([C@@H](CC1)C(C)C)CCP1[C@@H](CC[C@H]1C(C)C)C(C)C